2-(4-trifluoromethylbenzenesulfonyl)acetophenone FC(C1=CC=C(C=C1)S(=O)(=O)CC(=O)C1=CC=CC=C1)(F)F